C(C=C)(=O)[O-] propenate